5-chloro-N,N-bis(4-methoxybenzyl)pyrazine-2-sulfonamide ClC=1N=CC(=NC1)S(=O)(=O)N(CC1=CC=C(C=C1)OC)CC1=CC=C(C=C1)OC